ClC=1C(=NC(=NC1)NC=1C(=CC(=C(C1)NC(C(=C)F)=O)N(C)CCN(C)C)OC)NC=1C=CC=C2CCN(C12)S(=O)(=O)C N-(5-((5-chloro-4-((1-(methylsulfonyl)indolin-7-yl)amino)pyrimidin-2-yl)amino)-2-((2-(dimethylamino)ethyl)(methyl)amino)-4-methoxyphenyl)-2-fluoroacrylamide